3-{[2-(4-chlorophenyl)imidazo[1,2-a]pyridin-3-yl]methyl}-N-(2-fluorophenyl)-3,8-diazabicyclo[3.2.1]octane-8-carboxamide ClC1=CC=C(C=C1)C=1N=C2N(C=CC=C2)C1CN1CC2CCC(C1)N2C(=O)NC2=C(C=CC=C2)F